(R)-N-((3-fluorobenzo[b]thiophen-5-yl)methyl)-1-(2-(4-(trifluoromethyl)phenyl)-2H-pyrazolo[3,4-d]pyrimidin-4-yl)piperidine-3-carboxamide FC=1C2=C(SC1)C=CC(=C2)CNC(=O)[C@H]2CN(CCC2)C=2C=1C(N=CN2)=NN(C1)C1=CC=C(C=C1)C(F)(F)F